C1(CCC1)CN(C(OC(C)(C)C)=O)C1CN(CCC1)C=1C=NC(=NC1)CN1N=NC(=C1)C1=C2C=NN(C2=CC(=C1)OC)C1OCCCC1 tert-butyl N-(cyclobutylmethyl)-N-[1-[2-[[4-(6-methoxy-1-tetrahydropyran-2-yl-indazol-4-yl)triazol-1-yl]methyl]pyrimidin-5-yl]-3-piperidyl]carbamate